(2R,3R,4R,5S)-1-(4-butoxy-2,6-difluorophenethyl)-2-(fluoromethyl)piperidine-3,4,5-triol C(CCC)OC1=CC(=C(CCN2[C@H]([C@H]([C@@H]([C@H](C2)O)O)O)CF)C(=C1)F)F